4-[(1-tert-Butoxycarbonyl-4-piperidinyl)amino]-2-chloro-pyrimidine-5-carboxylic acid ethyl ester C(C)OC(=O)C=1C(=NC(=NC1)Cl)NC1CCN(CC1)C(=O)OC(C)(C)C